(E)-1-(4-Hydroxyphenyl)-3-(4-propan-2-yloxyphenyl)prop-2-en-1-one OC1=CC=C(C=C1)C(\C=C\C1=CC=C(C=C1)OC(C)C)=O